3-(pyridin-2-yl-dithio)-1,2,3,4-tetrahydronaphthalen-2-ol N1=C(C=CC=C1)SSC1C(CC2=CC=CC=C2C1)O